3,3-dichloro-1,1,2-trifluoropropene ClC(C(=C(F)F)F)Cl